O1C(=CC=C1)C1=CC=CC2=C1C(=NO2)N2C(N1[C@H](C2)C[C@@H](C1)NS(=O)(=O)CC)=O N-{(6S,7aS)-2-[4-(furan-2-yl)-1,2-benzoxazol-3-yl]-3-oxohexahydro-1H-pyrrolo[1,2-c]imidazol-6-yl}ethanesulfonamide